C(C(COCC(CO)O)O)O Diglycerol